isopropyl-4-[5-methyl-4-(2-oxo-2,3-dihydro-benzooxazol-5-ylamino)-pyrimidin-2-ylamino]-benzamide C(C)(C)C1=C(C(=O)N)C=CC(=C1)NC1=NC=C(C(=N1)NC=1C=CC2=C(NC(O2)=O)C1)C